FC=1C=CC(=NC1)NC1=C(C(=O)NOC)C(=CC=N1)NC=1C(=NC(=CC1)OC)N(S(=O)(=O)C)C (5-fluoropyridin-2-yl-amino)-N-methoxy-4-((6-methoxy-2-(N-methyl-methanesulfonamido)-pyridin-3-yl)amino)nicotinamide